8-(o-methylphenyl)-5-(p-toluenesulfonyl)imidazo[1,2-a]pyrazine CC1=C(C=CC=C1)C=1C=2N(C(=CN1)S(=O)(=O)C1=CC=C(C)C=C1)C=CN2